C(C1=CC=CC=C1)(C1=CC=CC=C1)OC(C1=CC=CC=C1)C1=CC=CC=C1 di(benzhydryl) ether